N1=C(C=CC=C1)CC(=O)NC1=NNC(=C1)[C@@H]1C[C@@H](CC1)N(C([O-])=O)C1(CC1)C (1R,3S)-3-{3-[(pyridin-2-ylacetyl)amino]-1H-pyrazol-5-yl}cyclopentyl(1-methylcyclopropyl)carbamate